hydroxyisovalerate OC(C(=O)[O-])C(C)C